[Na+].O[C@H](CC(=O)[O-])C (S)-3-hydroxybutyrate sodium salt